(R)-tert-Butyl 3-(3-ethoxy-3-oxopropanoyl)-6-methyl-6,7-dihydro-2H-pyrazolo[4,3-c]pyridine-5(4H)-carboxylate C(C)OC(CC(=O)C=1NN=C2C1CN([C@@H](C2)C)C(=O)OC(C)(C)C)=O